6-benzyl-1-(benzyloxy)-7-bromo-8-(tert-butyl)-4-(9H-fluoren-9-yl)-2-naphthaldehyde C(C1=CC=CC=C1)C=1C=C2C(=CC(=C(C2=C(C1Br)C(C)(C)C)OCC1=CC=CC=C1)C=O)C1C2=CC=CC=C2C=2C=CC=CC12